6-chloro-7-methyl-8-nitro-2-(3-(thiophen-2-yl)-1-oxo-2,8-diazaspiro[4.5]dec-2-en-8-yl)-4H-benzo[e][1,3]thiazin-4-one ClC=1C(=C(C2=C(C(N=C(S2)N2CCC3(CC(=NC3=O)C=3SC=CC3)CC2)=O)C1)[N+](=O)[O-])C